(S)-6-allyl-2-((4-((2-hydroxy-1-phenylethyl)amino)-5-(1,3,4-oxadiazol-2-yl)pyridin-2-yl)amino)-7,7-dimethyl-6,7-dihydro-5H-pyrrolo[3,4-d]pyrimidin-5-one C(C=C)N1C(C=2N=C(N=CC2C1=O)NC1=NC=C(C(=C1)N[C@H](CO)C1=CC=CC=C1)C=1OC=NN1)(C)C